Methyl 1-(2-chloro-5-fluorophenyl)-7-[3-fluoro-5-(trifluoromethyl)benzamido]-3-oxo-2,3-dihydro-1H-isoindole-5-carboxylate ClC1=C(C=C(C=C1)F)C1NC(C2=CC(=CC(=C12)NC(C1=CC(=CC(=C1)C(F)(F)F)F)=O)C(=O)OC)=O